benzyl-6-chloro-1-[(4-methoxyphenyl)methyl]-2'-methyl-6'-(1-methyltriazol-4-yl)spiro[indoline-3,4'-piperidin]-2-one C(C1=CC=CC=C1)N1C(CC2(CC1C=1N=NN(C1)C)C(N(C1=CC(=CC=C12)Cl)CC1=CC=C(C=C1)OC)=O)C